C(CC(O)(C(=O)O)CC(=O)O)(=O)O.C1(CC1)COC[C@]1(CN(CC1)C(C)(C)C=1C=CC(=NC1)C)CCC=1SC(=CC1)F |o1:19| (R or S)-5-(2-(3-((cyclopropylmethoxy)methyl)-3-(2-(5-fluorothiophen-2-yl)ethyl)pyrrolidin-1-yl)propan-2-yl)-2-methylpyridine citrate